BrC1=C(C(=CC=C1C(F)(F)F)O)CC(C(=O)OC)(C1=CC=CC=C1)O methyl 3-(2-bromo-6-hydroxy-3-(trifluoromethyl) phenyl)-2-hydroxy-2-phenylpropionate